(3-hydroxycyclobutyl)(piperidin-1-yl)methanone OC1CC(C1)C(=O)N1CCCCC1